N-[5-chloro-2-nitro-4-(trifluoromethyl)phenyl]-6-methoxy-2-(2-pyridyl)-5-(trifluoromethyl)-4-pyrimidinamine ClC=1C(=CC(=C(C1)NC1=NC(=NC(=C1C(F)(F)F)OC)C1=NC=CC=C1)[N+](=O)[O-])C(F)(F)F